(1r,4r)-4-((2-(2,6-dioxopiperidin-3-yl)-1-oxoisoindolin-4-yl)(pentyl)amino)-N-methylcyclohexanecarboxamide O=C1NC(CCC1N1C(C2=CC=CC(=C2C1)N(C1CCC(CC1)C(=O)NC)CCCCC)=O)=O